S1C(=CC=C1)C1(CCC1)O 1-(thiophen-2-yl)cyclobutan-1-ol